tert-butyl (1-(4-bromo-2-methoxy-5-(trifluoromethyl)phenyl)propan-2-yl)carbamate BrC1=CC(=C(C=C1C(F)(F)F)CC(C)NC(OC(C)(C)C)=O)OC